C(CCC)C1=CC=CC2=C(C3=CC=CC=C3C(=C12)OCCCC)OCCCC 1-butyl-9,10-bis(n-butyloxy)anthracene